dimethyl (1-hydroxy ethyl)phosphonate OC(C)P(OC)(OC)=O